1-{3-methoxy-4-{[3-methyl-4-(2,2,2-trifluoroethoxy)pyridin-2-yl]methoxy}benzyl}-3-(4-trifluoromethoxyphenyl)urea COC=1C=C(CNC(=O)NC2=CC=C(C=C2)OC(F)(F)F)C=CC1OCC1=NC=CC(=C1C)OCC(F)(F)F